C(C1=CC=CC=C1)OC=1C(C(=CN2C1C(N1[C@H](CC[C@]([C@H]2C1)(CC(C)=O)O)C)=O)C(=O)NCC1=C(C=C(C=C1F)F)F)=O (3S,6R,7R)-12-(benzyloxy)-6-hydroxy-3-methyl-1,11-dioxo-6-(2-oxopropyl)-N-(2,4,6-trifluorobenzyl)-1,4,5,6,7,11-hexahydro-3H-2,7-methanopyrido[1,2-a][1,4]diazonine-10-carboxamide